tertbutyl 4-((2-((6-methoxypyridin-3-yl)methyl)-1-oxo-1,2-dihydrophthalazin-6-yl)thio)-1H-indazole-1-carboxylate COC1=CC=C(C=N1)CN1C(C2=CC=C(C=C2C=N1)SC1=C2C=NN(C2=CC=C1)C(=O)OC(C)(C)C)=O